C1(C2C(CC1)O2)OCC2CO2 2,3-epoxycyclopentylglycidyl ether